FC=1C(=C(C=CC1F)[C@H]1[C@@H](O[C@@]([C@@H]1C)(C)C(F)F)C(=O)NC1=CC(=NC=C1)C(=O)N)OC (2R,3S,4R,5R)-4-[[3-(3,4-difluoro-2-methoxy-phenyl)-5-(difluoromethyl)-4,5-dimethyl-tetrahydrofuran-2-carbonyl]amino]pyridine-2-carboxamide